(4aR,6R)-5,5-Difluoro-1-oxo-2-[4-(2,4,6-trifluorophenyl)-1,2-benzoxazol-3-yl]octahydropyrrolo[1,2-c]pyrimidin FC1(CCN2C(N(CC[C@@H]21)C2=NOC1=C2C(=CC=C1)C1=C(C=C(C=C1F)F)F)=O)F